O=C1NC2=CC=C(C=C2CC1)C=O 2-oxo-1,2,3,4-tetrahydroquinoline-6-carbaldehyde